COS(=O)(=O)[O-].[NH4+].C(C)O.C(C)O.C(C)O triethanol ammonium methyl-sulphate